C1(CC1)[C@H]1[C@H]([C@@H](O[C@]1(C(F)(F)F)C)C(=O)O)C1=C(C(=C(C=C1)F)F)OC |r| rac-(2R,3S,4S,5R)-4-cyclopropyl-3-(3,4-difluoro-2-methoxyphenyl)-5-methyl-5-(trifluoromethyl)tetrahydrofuran-2-carboxylic acid